COC(=O)N1C(C2=CC=CC=C2CC1)C 1-methyl-3,4-dihydro-1H-isoquinoline-2-carboxylic acid methyl ester